6-Chloro-N-(1-methylpiperidin-4-yl)-2-{4-[4-(pyrazin-2-ylmethyl)piperazin-1-yl]phenyl}-3H-imidazo[4,5-b]pyridin-7-amine ClC=1C(=C2C(=NC1)NC(=N2)C2=CC=C(C=C2)N2CCN(CC2)CC2=NC=CN=C2)NC2CCN(CC2)C